3-amino-N-[(6S)-2-[(3S,4S)-4-amino-3-methoxy-3-methylpyrrolidin-1-yl]-5,6,7,8-tetrahydroquinolin-6-yl]-6-methylthieno[2,3-b]pyridine-2-carboxamide NC1=C(SC2=NC(=CC=C21)C)C(=O)N[C@@H]2CC=1C=CC(=NC1CC2)N2C[C@]([C@H](C2)N)(C)OC